ClC=1N=NC(=CC1)N1CC(NC(C1)C)C 3-chloro-6-(3-methyl-5-methylpiperazin-1-yl)pyridazine